C(C)(C)C=1C=NN2C1N=C(C=C2NC2CCN(CC2)C(=O)OC)C methyl 4-((3-isopropyl-5-methylpyrazolo[1,5-a]pyrimidin-7-yl)amino)piperidine-1-carboxylate